1-tert-Butoxycarbonyl-4,4-difluoro-piperidine-3-carboxylic acid C(C)(C)(C)OC(=O)N1CC(C(CC1)(F)F)C(=O)O